butyl acrylate (n-butyl acrylate) C(CCC)C(C(=O)O)=C.C(C=C)(=O)OCCCC